isopropyl 4-(3-hydroxy-3-methyl-but-1-ynyl)-2,6-dimethyl-7-oxo-1H-pyrrolo[2,3-c]pyridine-3-carboxylate OC(C#CC=1C2=C(C(N(C1)C)=O)NC(=C2C(=O)OC(C)C)C)(C)C